N-(3-(3-(8-methoxy-9H-purin-6-yl)pyrazin-2-ylamino)-4-methylphenyl)-4-(trifluoromethyl)picolinamide COC=1NC2=NC=NC(=C2N1)C=1C(=NC=CN1)NC=1C=C(C=CC1C)NC(C1=NC=CC(=C1)C(F)(F)F)=O